CC(CC(C)(C)C)(C)C1=CC=C(C=C1)NC1=CC=C(C=C1)C(CC(C)(C)C)(C)C 4-(1,1,3,3-tetramethylbutyl)-N-[4-(1,1,3,3-tetramethylbutyl)phenyl]-Benzenamine